3-(3-(4-methyl-4H-1,2,4-triazol-3-yl)oxetan-3-yl)aniline CN1C(=NN=C1)C1(COC1)C=1C=C(N)C=CC1